ClC=1C(=NC=CC1SC1=CN=C(N=N1)N1CCC2(CC1)[C@@H](C1=CC=CC=C1C2)N)OC (S)-1'-(6-((3-chloro-2-methoxypyridin-4-yl)thio)-1,2,4-triazin-3-yl)-1,3-dihydrospiro[indene-2,4'-piperidin]-1-amine